di-tert-butyl-[3,6-dimethoxy-2-(2,4,6-triisopropylphenyl)phenyl]phosphine C(C)(C)(C)P(C1=C(C(=CC=C1OC)OC)C1=C(C=C(C=C1C(C)C)C(C)C)C(C)C)C(C)(C)C